CN(C1=C(C=CC=C1)B(O)O)C (2-(dimethylamino)phenyl)boronic acid